Methylchloro-isothiazolinone CN1C(=O)C=C(S1)Cl